2-chloro-4-((4,6-dimethylpyridin-2-yl)oxy)benzaldehyde ClC1=C(C=O)C=CC(=C1)OC1=NC(=CC(=C1)C)C